(3S,4S)-4-{[5-(2,4-difluoro-phenyl)-isoxazole-3-carbonyl]-amino}-piperidine-1,3-dicarboxylic acid 1-tert-butyl 3-ethyl ester C(C)OC(=O)[C@H]1CN(CC[C@@H]1NC(=O)C1=NOC(=C1)C1=C(C=C(C=C1)F)F)C(=O)OC(C)(C)C